Dimethyl 2-[(6-chloro-3-nitro-2-pyridinyl)amino]succinate ClC1=CC=C(C(=N1)NC(C(=O)OC)CC(=O)OC)[N+](=O)[O-]